FC1=CC(=C(C=C1)C1=NC=C(C=N1)CN)OC=1N(N=C(C1)C(C)C)C [2-[4-fluoro-2-(2-methyl-5-propan-2-ylpyrazol-3-yl)oxyphenyl]pyrimidin-5-yl]methanamine